2-ethyl-5-methyl-3H-pyrazol-3-one C(C)N1NC(=CC1=O)C